({6-[(1,3-benzothiazol-2-yl)amino]-4-(hydroxymethyl)-5-methylpyridazin-3-yl}amino)-1,3-thiazole-4-carboxylic acid S1C(=NC2=C1C=CC=C2)NC2=C(C(=C(N=N2)NC=2SC=C(N2)C(=O)O)CO)C